C1N(CCC2=CC=CC=C12)C[C@H](CN1CCOC2=C(C1=O)C=CC(=C2)CN2CC(CC2)(C)O)O 4-[(2R)-3-(3,4-dihydro-1H-isoquinolin-2-yl)-2-hydroxy-propyl]-8-[(3-hydroxy-3-methyl-pyrrolidin-1-yl)methyl]-2,3-dihydro-1,4-benzoxazepin-5-one